CC(CC(=O)C1=C(C(=C(OCC=2C=C(COC=3C=C(C(=O)O)C=CC3OC)C=CC2)C=C1)C)O)(C)C 3-((3-((4-(3,3-Dimethylbutanoyl)-3-hydroxy-2-methylphenoxy)methyl)benzyl)oxy)-4-methoxybenzoic acid